C1(=CC=CC=C1)C1=C(C=C(C2=CC=CC=C12)O)C(=O)OCCCC butyl 1-phenyl-4-hydroxynaphthalene-2-carboxylate